(S)-5-benzyl-N-(5-methyl-4-oxo-7-(7-oxa-2-azaspiro[3.5]nonan-2-yl)-2,3,4,5-tetrahydrobenzo[b][1,4]oxazepin-3-yl)-1,3,4-oxadiazole-2-carboxamide C(C1=CC=CC=C1)C1=NN=C(O1)C(=O)N[C@@H]1C(N(C2=C(OC1)C=CC(=C2)N2CC1(C2)CCOCC1)C)=O